CC1=C(C=C(C(=O)O)C=C1)NC1=NC=CC(=N1)C=1C=NC=CC1 4-methyl-3-((4-(pyridin-3-yl)pyrimidin-2-yl)amino)benzoic acid